N=1N(N=C2C1C=CC=C2)C=2C(=C(C=C(C2)CCC(=O)O)C(C)(C)C)O 3-[5-(2-benzotriazolyl)-3-tert-butyl-4-hydroxyphenyl]propionic acid